7-Fluoro-5-((6-(2-(5-fluoroisoindolin-2-yl)pyrimidin-4-yl)pyridin-2-yl)ethynyl)-1H-indazole FC=1C=C(C=C2C=NNC12)C#CC1=NC(=CC=C1)C1=NC(=NC=C1)N1CC2=CC=C(C=C2C1)F